(3-(2-((3-(3-chloro-4-tolyl)ureido)methyl)-6-oxo-4,6-dihydro-5H-thieno[2,3-c]pyrrol-5-yl)-2,6-dioxopiperidin-1-yl)D-valine methyl ester COC([C@H](NN1C(C(CCC1=O)N1C(C2=C(C1)C=C(S2)CNC(=O)NC2=C(C=C(C=C2)C)Cl)=O)=O)C(C)C)=O